[Yb].[Lu] lutetium-ytterbium